4-Bromo-N-(7-(4,4-difluoropiperidin-1-yl)furo[2,3-c]pyridin-5-yl)-2-fluoro-6-(6-azaspiro[2.5]octan-6-yl)benzamide BrC1=CC(=C(C(=O)NC=2C=C3C(=C(N2)N2CCC(CC2)(F)F)OC=C3)C(=C1)N1CCC3(CC3)CC1)F